C(=O)(OCC1=CC=CC=C1)N[C@@H](CCC(N)=O)C(=O)O CBZ-Glutamine